methyl 5'-fluoro-2',3'-dimethoxy-6-methyl-[4,4'-bipyridine]-3-carboxylate FC=1C(=C(C(=NC1)OC)OC)C1=C(C=NC(=C1)C)C(=O)OC